hexachloroplatinum (VI) Cl[Pt](Cl)(Cl)(Cl)(Cl)Cl